2-Chloro-N-{1-[6-(isoquinolin-5-ylamino)-4-(methylamino)-1,3,5-triazacyclohexan-2-yl]azetidin-3-yl}acetamide ClCC(=O)NC1CN(C1)C1NC(NC(N1)NC)NC1=C2C=CN=CC2=CC=C1